[Li].[Na] sodium lithium